C(C)(C)(C)OC(=O)N[C@@H](CC1=CC=C(C=C1)O)C(=O)O N-(tert-Butoxycarbonyl)-tyrosine